(pentafluorophenyl)-phosphine FC1=C(C(=C(C(=C1P)F)F)F)F